CC(CC)(C)C1=CC=C(C=C1)SC1=CC=2C(=NN(N2)C2=C(C(=CC(=C2)C)C(C)(C)C)O)C=C1 5-(4-(1,1-dimethyl-propyl)-phenylthio)-2-(2-hydroxy-3-tert-butyl-5-methylphenyl)-2H-benzotriazole